2-(4-(4-((4H-1,2,4-triazol-3-yl)methoxy)-3-fluoro-5-methoxyphenyl)-3-methyl-2-oxo-6-(trifluoromethyl)-2,3-dihydro-1H-benzo[d]imidazol-1-yl)-N-(3-cyanophenyl)acetamide N=1N=C(NC1)COC1=C(C=C(C=C1OC)C1=CC(=CC=2N(C(N(C21)C)=O)CC(=O)NC2=CC(=CC=C2)C#N)C(F)(F)F)F